(2S,3R)-2-amino-4,4,4-trifluoro-3-[(pyridin-2-yl)amino]butanoic acid N[C@H](C(=O)O)[C@H](C(F)(F)F)NC1=NC=CC=C1